1-[1-(2-trimethylsilylethoxymethyl)imidazol-4-yl]Cyclopropylamine C[Si](CCOCN1C=NC(=C1)C1(CC1)N)(C)C